COC(=O)C1=CC2=C(N=C(N=C2C2=C(C=C(C=C2)F)F)N2CC(CCC2)N2CCOCC2)N=C1C methyl-4-(2,4-difluorophenyl)-7-methyl-2-(3-morpholino-1-piperidyl)-pyrido[2,3-d]pyrimidine-6-carboxylate